5-methoxy-N-{[2-(pyridin-3-yl)-1,3-benzoxazol-5-yl]methyl}pyridin-2-amine COC=1C=CC(=NC1)NCC=1C=CC2=C(N=C(O2)C=2C=NC=CC2)C1